ALPHA-CHLORO-BETA-OXO-BENZENEPROPANAL ClC(C=O)C(C1=CC=CC=C1)=O